COC=1C=C(N=NC1)CNC=O N-[(5-methoxypyridazin-3-yl)methyl]formamide